2-[5-[(3S)-3-(tert-butoxycarbonylamino)pyrrolidin-1-yl]sulfonylindol-1-yl]propanoate C(C)(C)(C)OC(=O)N[C@@H]1CN(CC1)S(=O)(=O)C=1C=C2C=CN(C2=CC1)C(C(=O)[O-])C